C(CCCCCCC\C=C/C\C=C/CCCCC)OC[C@@H](OCCCCCCCC\C=C/C\C=C/CCCCC)COP(=O)([O-])OCC[N+](C)(C)C 1,2-dilinoleyl-sn-glycero-3-phosphocholine